CC1OC(CN(C1)C1=CC=C(C=C1)NC=1C=CC2=C(OC(C(N2)=O)C)C1)C 7-((4-(2,6-dimethylmorpholino)phenyl)amino)-2-methyl-2H-benzo[b][1,4]oxazin-3(4H)-one